N,N-bis(4-methoxybenzyl)-1-(3-(4,4,5,5-tetramethyl-1,3,2-dioxaborolan-2-yl)allyl)-1H-pyrazole-3-sulfonamide COC1=CC=C(CN(S(=O)(=O)C2=NN(C=C2)CC=CB2OC(C(O2)(C)C)(C)C)CC2=CC=C(C=C2)OC)C=C1